COC(C(C1=CC(=CC=C1)Br)(O)C1OC2=C(C=CC=C2C=C1)Cl)=O 2-(8-chloro-2H-chromenyl)-2-hydroxy-2-m-bromophenylacetic acid methyl ester